8-bromo-7-chloroimidazo[1,2-c]pyrimidine BrC=1C=2N(C=NC1Cl)C=CN2